N-(2,6-difluorobenzyl)-4-(3-(pyridin-4-ylmethyl)ureido)benzamide FC1=C(CNC(C2=CC=C(C=C2)NC(=O)NCC2=CC=NC=C2)=O)C(=CC=C1)F